C(C)OC(=O)C=1C=NC2=CC=CC=C2C1C1=CC=CC=C1 4-phenyl-quinoline-3-carboxylic acid ethyl ester